FC(C(=O)O)(F)F.NCC(=O)OC1=C(C=CC(=C1)[N+](=O)[O-])C1=CC(NC=2N1N=C(C2C2=CC=C(C=C2)Cl)CC2=CC=CC=C2)=O [2-[2-Benzyl-3-(4-chlorophenyl)-5-oxo-4H-pyrazolo[1,5-a]pyrimidin-7-yl]-5-nitro-phenyl] 2-aminoacetate trifluoroacetate